CC1=NOC(=C1C1=CC=C2C(=CNC2=C1)C1=NC(=NC=C1C(F)(F)F)N[C@@H]1CNCCCC1)C (S)-N-(4-(6-(3,5-dimethylisoxazol-4-yl)-1H-indol-3-yl)-5-(trifluoromethyl)pyrimidin-2-yl)azepan-3-amine